COC(=O)C1=C(C(=NC2=CC(=C(C=C12)OC1=CC=C(C=C1)OC(F)(F)F)C)CC)C 2-ethyl-3,7-dimethyl-6-[4-(trifluoromethoxy)phenoxy]-4-quinolylformic acid methyl ester